N1C2=C(NC(CC1=O)=O)C=CC=C2 1,5-dihydrobenzo[b][1,4]diazepine-2,4-dione